ClC1=C(C=C(C=C1)C1=NNC(OC1)=O)C(F)(F)F 5-[4-chloro-3-(trifluoromethyl)phenyl]-3,6-dihydro-2H-1,3,4-oxadiazin-2-one